COC1=C(C#N)C=CC(=C1)C1=NN=C2N1CCNC2 2-methoxy-4-(5,6,7,8-tetrahydro-[1,2,4]triazolo[4,3-a]pyrazin-3-yl)benzonitrile